(4-hydroxyphenyl)(1-(tetrahydro-2H-pyran-4-yl)-1H-pyrrolo[2,3-c]pyridin-3-yl)methanone OC1=CC=C(C=C1)C(=O)C1=CN(C2=CN=CC=C21)C2CCOCC2